ClC=1C=C(C=CC1F)NC(N(CC)[C@H](C)C1=CNC(C2=CC(=C(C=C12)F)F)=O)=O |r| Racemic-3-(3-chloro-4-fluorophenyl)-1-(1-(6,7-difluoro-1-oxo-1,2-dihydroisoquinolin-4-yl)ethyl)-1-ethylurea